FC=1C=C2NC=CC2=C2CCCCNC(CCC(C3=CN=C(C=4C(=CC=C(OC12)C4)F)N3)(C3=CC=CC=C3)C)=O 22,28-Difluoro-6-methyl-6-phenyl-24-oxa-3,10,19,30-tetrazapentacyclo[23.3.1.12,5.015,23.016,20]triaconta-1(29),2,4,15,17,20,22,25,27-nonaen-9-one